ClC1=C(C=C(C=C1)B(O)O)C(F)(F)F 4-chloro-3-(trifluoromethyl)-phenylboronic acid